2,3-dihydro-1,3-oxaazepine O1CNC=CC=C1